[N+](=O)([O-])C=1C=C(C=CC1)C1=CC(=CC=C1)C(=O)OC methyl 3'-nitro-[1,1'-biphenyl]-3-carboxylate